C(C1=CC=CC=C1)(=O)OC=1C(=NC(=CC1)N1C(C=CC=C1)C=1C=NC=CC1)C=1C=NC=CC1 3-(benzoyloxy)-6-(2-(pyridin-3-yl)pyridin-1-yl)-2,3'-bipyridine